COS(=O)(=O)OC.CC(CO)[NH2+]C(CO)C bis(1-methyl-2-hydroxyethyl)-ammonium dimethyl-sulfate